(S)-1-ethyl-6-((4-((2-hydroxy-1-phenylethyl)amino)-5-(5-methyl-1,3,4-oxadiazol-2-yl)pyrimidin-2-yl)amino)-1,2-dihydro-3H-indazol-3-one C(C)N1NC(C2=CC=C(C=C12)NC1=NC=C(C(=N1)N[C@H](CO)C1=CC=CC=C1)C=1OC(=NN1)C)=O